2-(2-ethoxy-3-pyridyl)-5-isopropyl-7-methyl-N-[(1-methylimidazol-4-yl)methyl]imidazo[1,5-b]pyridazin-4-amine C(C)OC1=NC=CC=C1C=1C=C(C=2N(N1)C(=NC2C(C)C)C)NCC=2N=CN(C2)C